ethaneic acid C(C)(=O)O